N-[4-[4-[2-[(2-amino-2-oxo-ethyl)amino]ethyl]piperazine-1-carbonyl]-3-chloro-phenyl]-5-[4-(cyanomethoxy)-2,3-difluoro-phenyl]-1-methyl-imidazole-2-carboxamide NC(CNCCN1CCN(CC1)C(=O)C1=C(C=C(C=C1)NC(=O)C=1N(C(=CN1)C1=C(C(=C(C=C1)OCC#N)F)F)C)Cl)=O